FC1(CN(C[C@H]1O)C=1C=C2C(=CC=NC2=CC1)C(=O)OC(C)(C)C)F |r| rac-tert-Butyl (R)-6-(3,3-difluoro-4-hydroxypyrrolidin-1-yl)quinoline-4-carboxylate